FC(C(=O)O)(C1=C(C(=C(C(=C1F)F)F)F)F)F α,α,2,3,4,5,6-heptafluoro-benzeneacetic acid